C(#C)[C@@H]1[C@](CN(CC1)C)(C)CO ((3S,4R)-4-ethynyl-1,3-dimethylpiperidin-3-yl)methanol